(E)-1-(4,5-dichloro-2-hydroxyphenyl)-3-(4-hydroxyphenyl)prop-2-en-1-one ClC1=CC(=C(C=C1Cl)C(\C=C\C1=CC=C(C=C1)O)=O)O